N-[2-[3-[(4R)-2-Oxooxazolidin-4-yl]propanoyl]-2-azaspiro[3.5]nonan-7-yl]-3-(trifluoro-methoxy)benzene-sulfonamide O=C1OC[C@H](N1)CCC(=O)N1CC2(C1)CCC(CC2)NS(=O)(=O)C2=CC(=CC=C2)OC(F)(F)F